methyl 2-[1-(3,6-dimethyl-2-methylsulfanyl-4-oxoquinazolin-8-yl)ethyl-amino]benzoate CN1C(=NC2=C(C=C(C=C2C1=O)C)C(C)NC1=C(C(=O)OC)C=CC=C1)SC